C(C)OC1=CC=C(N=N1)NC1=CC(=C(N=N1)C(=O)NC([2H])([2H])[2H])NC1=NC=CC(=C1OC)C1=NN(C=N1)C 6-[(6-Ethoxypyridazin-3-yl)amino]-4-{[3-methoxy-4-(1-methyl-1H-1,2,4-triazol-3-yl)pyridin-2-yl]amino}-N-(2H3)methylpyridazin-3-carboxamid